OCC1=C(C=CC2=CC=CC=C12)O (hydroxymethyl)-2-naphthol